C(C1=CC=CC=C1)O[C@]12[C@H](O[C@@H]3OC(OC31)(C)C)C(C(C2)(F)F)=O (3aR,4aS,7aS,7R)-7a-(benzyloxy)-6,6-difluoro-2,2-dimethyltetrahydro-3aH-cyclopenta[4,5]furo[2,3-d][1,3]dioxol-5(4aH)-one